aminopropyl fructopyranoside OCC1(OCCCN)[C@@H](O)[C@H](O)[C@H](O)CO1